N-(1-(butylsulfonyl)piperidin-4-yl)-N-propylisoquinoline-3-carboxamide C(CCC)S(=O)(=O)N1CCC(CC1)N(C(=O)C=1N=CC2=CC=CC=C2C1)CCC